C1=CC(=C(C=C1[N+](=O)[O-])C(=O)O)O The molecule is a monohydroxybenzoic acid in which the hydroxy group is ortho- to the carboxylic acid group and which has a nitro substituent para- to the phenolic hydroxy group. It is a monohydroxybenzoic acid and a member of 4-nitrophenols. It is a conjugate acid of a 5-nitrosalicylate.